BrC1=CC(=C(NC2CC(NC2)=O)C(=C1)C(F)(F)F)[N+](=O)[O-] 4-[4-bromo-2-nitro-6-(trifluoromethyl)anilino]pyrrolidin-2-one